5-chloro-N-(4-methyl-3-(4,4,5,5-tetramethyl-1,3,2-dioxaborolan-2-yl)phenyl)nicotinamide ClC=1C=NC=C(C(=O)NC2=CC(=C(C=C2)C)B2OC(C(O2)(C)C)(C)C)C1